NC1=C2N=CN(C2=NC=N1)[C@H]1[C@@H]([C@@H]([C@H](O1)COP1(OCCC(O1)C1=C(C=C(C=C1)F)Cl)=S)O)O 2-(((2r,3s,4r,5r)-5-(6-amino-9H-purin-9-yl)-3,4-dihydroxytetrahydrofuran-2-yl)methoxy)-4-(2-chloro-4-fluorophenyl)-1,3,2-dioxaphosphorinane 2-sulfide